Cl.FC1=C(C=C(C=C1)[C@H](C)N)OC (S)-1-(4-fluoro-3-methoxyphenyl)ethan-1-amine hydrochloride